ClC=1C=C(C=CC1Cl)C=1N(C(=C(C(C1C(=O)O)=O)F)CN1N=C(C=C1)C(F)(F)F)CC 2-(3,4-dichlorophenyl)-1-ethyl-5-fluoro-4-oxo-6-[[3-(trifluoromethyl)pyrazol-1-yl]methyl]pyridine-3-carboxylic acid